4,4'-azobis(4-cyanopentan) N(=NC(CCC)(C)C#N)C(CCC)(C)C#N